C(CCCCCCCCCCCCC)[N+](CCCC)(CCCC)CCCC tetradecyl-(tributyl)ammonium